OC[C@@H]1[C@@H]([C@@H]2CN(CCCCN12)C(=O)NC1=CC=C(C=C1)OC)C1=CC=C(C=C1)C#CC=1C=NC=CC1 (8R,9R,10S)-10-(hydroxymethyl)-N-(4-methoxyphenyl)-9-{4-[2-(pyridin-3-yl)ethynyl]phenyl}-1,6-diazabicyclo[6.2.0]decane-6-carboxamide